ammonium hydrosulfide [SH-].[NH4+]